O=C1C(CCCCC\C=C/CCCCCC1)=O (Z)-oxocyclopentadec-8-en-2-one